N-(5,6-difluoro-1H-indol-3-yl)-4-propylbenzene-sulfonamide FC=1C=C2C(=CNC2=CC1F)NS(=O)(=O)C1=CC=C(C=C1)CCC